C1(=CC=CC=C1)C(C1=CC=CC=C1)(C1=CC=CC=C1)N=C(C(=O)O)C(C)(C)C 2-triphenylmethylimino-3,3-dimethylbutyric acid